C(CCC)OCCCCOC(C=C)=O Butoxybutylacrylat